[3-(trifluoromethoxy)azetidin-1-yl]methanone FC(OC1CN(C1)C=O)(F)F